tert-Butyl (2-{[bis(benzyloxy)phosphoryl]oxy}ethyl)propylcarbamate C(C1=CC=CC=C1)OP(=O)(OCC1=CC=CC=C1)OCCN(C(OC(C)(C)C)=O)CCC